(5-(1-((3-Fluorobicyclo[1.1.1]pentan-1-yl)methyl)piperidin-4-yl)-1-oxoisoindolin-2-yl)piperidine-2,6-dione FC12CC(C1)(C2)CN2CCC(CC2)C=2C=C1CN(C(C1=CC2)=O)N2C(CCCC2=O)=O